(R)-1-(7-Bromo-2,6,8-trifluoroquinazolin-4-yl)-3-methylpiperidin-3-ol BrC1=C(C=C2C(=NC(=NC2=C1F)F)N1C[C@@](CCC1)(O)C)F